C(C)(C)(C)OC(=O)NC1=C(C=C(C=C1)C=1SC=C(C1)C)NC(=O)C1=CC=C(C=C1)S(=NC(OC(C)(C)C)=O)(=O)C tert-butyl N-[[4-[[2-(tert-butoxycarbonylamino)-5-(4-methyl-2-thienyl)phenyl]carbamoyl]phenyl]-methyl-oxo-sulfanylidene]carbamate